(M)-5-Amino-4-(3-hydroxy-2,6-dimethylphenyl)-1-methyl-1H-pyrazolo[3,4-b]pyridine-3,6-dicarboxamide NC=1C(=C2C(=NC1C(=O)N)N(N=C2C(=O)N)C)C2=C(C(=CC=C2C)O)C